n-triacontyl hexyl ether C(CCCCC)OCCCCCCCCCCCCCCCCCCCCCCCCCCCCCC